[Ti].[B] Boron-titanium